N-[(6-{[(1-methyl-1H-imidazol-4-yl)methyl]amino}imidazo[1,2-a]pyridin-2-yl)methyl]-1H-indazole-4-carboxamide CN1C=NC(=C1)CNC=1C=CC=2N(C1)C=C(N2)CNC(=O)C=2C=1C=NNC1C=CC2